((2-FORMYL-3-THIENYL)THIO)ACETIC ACID C(=O)C=1SC=CC1SCC(=O)O